N-((3aS,4R,6S,6aR)-6-(((tert-butyldimethylsilyl)oxy)(3,4-difluorophenyl)methyl)-2,2-dimethyltetrahydro-4H-cyclopenta[d][1,3]dioxol-4-yl)-4-chloro-N-methyl-1,3,5-triazin-2-amine [Si](C)(C)(C(C)(C)C)OC([C@H]1C[C@H]([C@H]2[C@@H]1OC(O2)(C)C)N(C2=NC=NC(=N2)Cl)C)C2=CC(=C(C=C2)F)F